NC=1C(=C2C(=NC1C(=O)N)N(N=C2C(=O)N)C)C2=C(C(=CC=C2)O)C 5-amino-4-(3-hydroxy-2-methylphenyl)-1-methyl-pyrazolo[3,4-b]pyridine-3,6-dicarboxamide